NC1=CC=C(C=C1)C=1C(=C(C=CC1)C1=C(C(=CC=C1)C1=CC=C(C(=N1)OC)CN(C(OC(C)(C)C)=O)C[C@H]1NC(CC1)=O)Cl)Cl tert-butyl (S)-((6-(4''-amino-2,2'-dichloro-[1,1':3',1''-terphenyl]-3-yl)-2-methoxypyridin-3-yl)methyl)((5-oxopyrrolidin-2-yl)methyl)carbamate